N-(5-(4-((4-([1,2,4]triazolo[1,5-a]pyridin-7-yloxy)-3-methylphenyl)amino)thieno[2,3-d]pyrimidin-6-yl)-2-(4,7-diazaspiro[2.5]octan-7-yl)phenyl)acrylamide N=1C=NN2C1C=C(C=C2)OC2=C(C=C(C=C2)NC=2C1=C(N=CN2)SC(=C1)C=1C=CC(=C(C1)NC(C=C)=O)N1CCNC2(CC2)C1)C